N1(C=NC=C1)C1=NC2=CC(=C(C=C2C(=N1)NC1=CC=NC=C1)OC)OCCCN1CCCC1 2-(1H-imidazol-1-yl)-6-methoxy-N-(pyridin-4-yl)-7-(3-(pyrrolidin-1-yl)propoxy)quinazolin-4-amine